CC(C(=O)N1[C@H](COC2=C(C1)C(=CC(=C2)C(NO)=N)F)C)(C)C (3S)-4-(2,2-dimethylpropanoyl)-6-fluoro-N-hydroxy-3-methyl-3,5-dihydro-2H-1,4-benzoxazepine-8-carboximidamide